2-(5-methoxy-1H-indol-3-yl)-N-methyl-N-(oxetan-3-yl)acetamide COC=1C=C2C(=CNC2=CC1)CC(=O)N(C1COC1)C